NCCCCCC(=O)N(CCO[C@@H]1[C@@H](O)[C@@H](O)[C@H](O)[C@H](O1)CO)CCO[C@@H]1[C@@H](O)[C@@H](O)[C@H](O)[C@H](O1)CO 6-amino-N,N-bis[2-(α-D-mannopyranosyloxy)ethyl]hexanamide